acryloyloxydecyl-trimethoxysilane C(C=C)(=O)OCCCCCCCCCC[Si](OC)(OC)OC